ClC=1C(=C2C=NNC2=C(C1F)N(C)CCN(C)C)C1=CC2=C(N=C(S2)NC(=O)C2C(C2)F)C=C1 N-(6-(5-chloro-7-((2-(dimethylamino)ethyl)(methyl)amino)-6-fluoro-1H-indazol-4-yl)benzo[d]thiazol-2-yl)-2-fluorocyclopropane-1-carboxamide